FC1(CC(C1)OC1=CC=C(C=C1)[N+](=O)[O-])F 1-(3,3-difluorocyclobutoxy)-4-nitrobenzene